[6-[6-(difluoromethoxy)-2-pyridyl]-3-isoquinolinyl]methylamine FC(OC1=CC=CC(=N1)C=1C=C2C=C(N=CC2=CC1)CN)F